C1(=CC=CC2=CC=CC=C12)C(=O)N1CCN(CC1)C([C@H](CCCCNC(C=C)=O)NC(C1=CC(=CC=C1)F)=O)=O (S)-N-(1-(4-(1-naphthoyl)piperazin-1-yl)-6-acrylamido-1-oxohexan-2-yl)-3-fluorobenzamide